C(C)(C)N1C(=NN2C(C1=O)=NC=C2C=2C=NN(C2)C2OCCCC2)C2=CN(C=C2)C 3-isopropyl-2-(1-methyl-1H-pyrrol-3-yl)-7-(1-(tetrahydro-2H-pyran-2-yl)-1H-pyrazol-4-yl)imidazo[2,1-f][1,2,4]triazin-4(3H)-one